FC1=C(C=CC(=C1)F)C1=CC(=CC=C1)[C@H](CC(=O)[O-])NC(=O)NC=1C(N(C=C(C1[O-])C)C)=O.[Na+].[Na+] Natrium (S)-3-(2',4'-Difluorobiphenyl-3-yl)-3-(3-(1,5-dimethyl-4-oxido-2-oxo-1,2-dihydropyridin-3-yl)ureido)propanoat